4-[(1S)-1-[[4-[2-(cyclohexylmethoxy)-4-pyridinyl]tetrahydropyran-4-carbonyl]amino]ethyl]benzoic acid C1(CCCCC1)COC1=NC=CC(=C1)C1(CCOCC1)C(=O)N[C@@H](C)C1=CC=C(C(=O)O)C=C1